2-(p-(mercaptomethyl)phenyl)ethanol SCC1=CC=C(C=C1)CCO